BrC1=NC=C(C=C1S)Cl 2-bromo-5-chloro-pyridine-3-thiol